C1CCC2=C(C=3CCCC3C=C12)NC(=O)NS(=O)(=O)C1=CC(=C(C=C1)CCCB(O)O)O (3-(4-(N-((1,2,3,5,6,7-hexahydro-s-indacen-4-yl)carbamoyl)sulfamoyl)-2-hydroxyphenyl)propyl)boronic acid